1-[(2,4-dichlorophenyl)methyl]-5-iodoindazole-3-carboxylic acid ClC1=C(C=CC(=C1)Cl)CN1N=C(C2=CC(=CC=C12)I)C(=O)O